2-{[4-(4-methylquinazolin-6-yl)-1-oxo-2,3-dihydro-1H-isoindol-2-yl]methyl}prop-2-enenitrile CC1=NC=NC2=CC=C(C=C12)C1=C2CN(C(C2=CC=C1)=O)CC(C#N)=C